tert-butyl 8-methyl-7-(2-((4-(4-methylpiperazin-1-yl)phenyl)amino)-5,8-dihydropyrido[3,4-d]pyrimidin-7(6H)-yl)-2,3-dihydro-1H-pyrido[2,3-b][1,4]oxazine-1-carboxylate CC1=C(C=NC=2OCCN(C21)C(=O)OC(C)(C)C)N2CC=1N=C(N=CC1CC2)NC2=CC=C(C=C2)N2CCN(CC2)C